benzyl 4-(4-chloro-6-methoxy-9H-pyrimido[4,5-b]indol-7-yl)piperazine-1-carboxylate ClC1=NC=NC=2NC3=CC(=C(C=C3C21)OC)N2CCN(CC2)C(=O)OCC2=CC=CC=C2